methyl (1R,2S,3S,6R,7S)-4-[(2S)-2-[(tert-butoxycarbonyl) amino]-3,3-dimethylbutyryl]-4-azatricyclo[5.2.1.0{2,6}]dec-8-ene-3-carboxylate C(C)(C)(C)OC(=O)N[C@H](C(=O)N1[C@@H]([C@H]2[C@H]3C=C[C@@H]([C@H]2C1)C3)C(=O)OC)C(C)(C)C